ClC1=CC2=C(N(C(N=C2N2[C@H](CN([C@@H](C2)C)C(C=C)=O)C)=O)C=2C(=NC=CC2C(C)C)C(C)C)N=C1C1=CC=CC=C1 6-Chloro-1-(2,4-diisopropyl-3-pyridyl)-4-[(2S,5R)-2,5-dimethyl-4-prop-2-enoyl-piperazin-1-yl]-7-phenyl-pyrido[2,3-d]pyrimidin-2-one